FC(C(=O)O)(F)F.CC1=NC(=NO1)[C@@H](O)C1NCCC1 (S)-(5-methyl-1,2,4-oxadiazol-3-yl)(pyrrolidin-2-yl)methanol 2,2,2-trifluoroacetate